4-(2,6-difluorobenzyl)-2-(4-((2,6-dimethoxypyridin-4-yl)oxy)phenyl)-2,4-dihydro-3H-1,2,4-triazol-3-one FC1=C(CN2C(N(N=C2)C2=CC=C(C=C2)OC2=CC(=NC(=C2)OC)OC)=O)C(=CC=C1)F